ClC=1C=C2C(=NC1)NC(=C2)C(=O)NC(C(=O)O)CC2=C(C=C(C=C2)Cl)C#N 2-(5-chloro-1H-pyrrolo[2,3-b]pyridine-2-carboxamido)-3-(4-chloro-2-cyanophenyl)propanoic acid